FC(S(=O)(=O)O)(F)F.FS(=O)(=O)N1CN(C2=C1C=CC=C2)C 1-(fluorosulfonyl)-3-methyl-1H-benzimidazole trifluoromethanesulfonate